2-(1-phenyl-3-(o-tolyl)-1H-pyrazol-5-yl)aniline C1(=CC=CC=C1)N1N=C(C=C1C1=C(N)C=CC=C1)C1=C(C=CC=C1)C